FC(C1=NC(=NO1)C1=CC=C(C=C1)N1N=CC(=C1)CNC(C)=O)(F)F N-((1-(4-(5-(trifluoromethyl)-1,2,4-oxadiazol-3-yl)phenyl)-1H-pyrazol-4-yl)methyl)acetamide